3-[[5-[5-(difluoromethyl)-1,3,4-oxadiazol-2-yl]-2-pyridyl]methyl]-5-[2-fluoro-4-[(4-methyl-1-piperidyl)methyl]phenyl]-1,3,4-oxadiazol-2-one FC(C1=NN=C(O1)C=1C=CC(=NC1)CN1C(OC(=N1)C1=C(C=C(C=C1)CN1CCC(CC1)C)F)=O)F